ClC=1C(=NC=CC1)NC=1C=NC(=CC1)OC(F)(F)F 3-chloro-N-(6-(trifluoromethoxy)pyridin-3-yl)pyridin-2-amine